Tert-butyl 6-cyano-5-(naphthalen-2-yl)-2-azaspiro[3.3]heptane-2-carboxylate C(#N)C1C(C2(CN(C2)C(=O)OC(C)(C)C)C1)C1=CC2=CC=CC=C2C=C1